ClC=1C=C(C=CC1F)C(C=1C=CC(=NC1)OCC(F)(F)F)C=1NC=C(N1)S(=O)(=O)C 5-((3-chloro-4-fluorophenyl)(4-(methylsulfonyl)-1H-imidazol-2-yl)methyl)-2-(2,2,2-trifluoroethoxy)pyridine